(1r,2'S,4S)-4-(3-cyanoanilino)-2'-[(2R)-2-methyl-3-{[(5R)-5-methyl-5,6,7,8-tetrahydroquinolin-4-yl]oxy}propyl]-2',3'-dihydrospiro[cyclohexane-1,1'-indene]-4-carboxylic acid C(#N)C=1C=C(NC2(CCC3([C@H](CC4=CC=CC=C34)C[C@H](COC3=CC=NC=4CCC[C@H](C34)C)C)CC2)C(=O)O)C=CC1